FC1(CCN(CC1)C1=NC(=CC(=C1N)N)C)F 2-(4,4-difluoropiperidine-1-yl)-6-methylpyridine-3,4-diamine